4-(2-(methoxycarbonyl)-3-(trifluoromethyl)phenoxy)piperidine-1-carboxylic acid tert-butyl ester C(C)(C)(C)OC(=O)N1CCC(CC1)OC1=C(C(=CC=C1)C(F)(F)F)C(=O)OC